N-((2R,3S,4R,5R,6R)-4,5-bis(benzyloxy)-6-((benzyloxy)methyl)-2-(5-(9-(1,3-dioxoisoindolin-2-yl)nonyl)pyridazin-4-yl)tetrahydro-2H-pyran-3-yl)acetamide C(C1=CC=CC=C1)O[C@@H]1[C@H]([C@H](O[C@@H]([C@@H]1OCC1=CC=CC=C1)COCC1=CC=CC=C1)C1=CN=NC=C1CCCCCCCCCN1C(C2=CC=CC=C2C1=O)=O)NC(C)=O